4-amino-1-[(2R,3S,4R,5R)-4-[(tert-butyldimethylsilyl)oxy]-5-{[(tert-butyldimethylsilyl)oxy]methyl}-5-(chloromethyl)-3-fluorooxolan-2-yl]pyrimidin-2-one NC1=NC(N(C=C1)[C@@H]1O[C@]([C@H]([C@@H]1F)O[Si](C)(C)C(C)(C)C)(CCl)CO[Si](C)(C)C(C)(C)C)=O